bis(4-hydroxyphenyl)-1-(1-naphthyl)-ethane indium-gallium-zinc-tin [Sn].[Zn].[Ga].[In].OC1=CC=C(C=C1)C(C)(C1=CC=CC2=CC=CC=C12)C1=CC=C(C=C1)O